(6S) and (6R)-tetrahydrofolic acid C(CC[C@@H](C(=O)O)NC(=O)C1=CC=C(NC[C@H]2CNC=3N=C(N)NC(=O)C3N2)C=C1)(=O)O |&1:16|